C(C1=CC=CC=C1)OC1=C(C(=NC(=C1)Cl)C)C(CCl)=O (4-benzyloxy-6-chloro-2-methyl-3-pyridinyl)-2-chloro-ethanone